4-[5-(4-methylphenyl)-2-{9-oxa-3,7-diazabicyclo[3.3.1]nonan-3-yl}pyrimidin-4-yl]benzonitrile CC1=CC=C(C=C1)C=1C(=NC(=NC1)N1CC2CNCC(C1)O2)C2=CC=C(C#N)C=C2